5-chloro-2-(5-{[(4-fluorophenyl)amino]methyl}-1,3,4-oxadiazol-2-yl)pyrimidine ClC=1C=NC(=NC1)C=1OC(=NN1)CNC1=CC=C(C=C1)F